Tetracarbonyl-iron iodide C(=O)=[Fe](=C=O)(=C=O)(=C=O)I